3-((R)-3-(3-methyl-2-oxoimidazoline-1-yl)piperidin-1-yl)-1,2,4-triazine-6-carboxamide CN1C(N(CC1)[C@H]1CN(CCC1)C=1N=NC(=CN1)C(=O)N)=O